C(C)(C)(C)OC(=O)NC(C(C(=O)OC)NC1=NC=CC=C1[N+](=O)[O-])C1=C(C=CC=C1)F methyl 3-(tert-butoxycarbonylamino)-3-(2-fluorophenyl)-2-[(3-nitro-2-pyridyl)amino]propanoate